5-(3-(methylsulfonyl)-3-azabicyclo[3.1.0]hexan-6-yl)-5H-imidazo[5,1-a]isoindole CS(=O)(=O)N1CC2C(C2C1)C1N2C(C3=CC=CC=C13)=CN=C2